(E)-N1-(4-fluorophenylethyl)-N8-hydroxy-2-((naphthalen-1-yloxy)methyl)-2-octenediamide FC1=CC=C(C=C1)CCNC(\C(=C\CCCCC(=O)NO)\COC1=CC=CC2=CC=CC=C12)=O